2-(4-(((tertbutyldiphenylsilyl)oxy)methyl)bicyclo[2.2.1]heptan-1-yl)acetaldehyde C(C)(C)(C)[Si](OCC12CCC(CC1)(C2)CC=O)(C2=CC=CC=C2)C2=CC=CC=C2